1-[1-(5-chloro-2-hydroxyphenyl)-5,5-difluoropiperidin-3-yl]-5-(difluoromethyl)-1H-pyrazole-4-carboxylic acid ethyl ester C(C)OC(=O)C=1C=NN(C1C(F)F)C1CN(CC(C1)(F)F)C1=C(C=CC(=C1)Cl)O